(8-((3-((1s,3s)-3-(cyanomethyl)-1-(4-methyl-4H-1,2,4-triazol-3-yl) cyclobutyl) phenyl) carbamoyl)-3-fluoroimidazo[1,2-a]pyridin-6-yl) methylmethanesulfonate CCS(=O)(=O)OC=1C=C(C=2N(C1)C(=CN2)F)C(NC2=CC(=CC=C2)C2(CC(C2)CC#N)C2=NN=CN2C)=O